O=C(CSCC(=O)O)NCCN1C(CCCC1)=O 2-((2-oxo-2-((2-(2-oxopiperidin-1-yl)ethyl)amino)ethyl)thio)acetic acid